(E)-3-((4-(3-(3-aminophenyl)-3-oxoprop-1-en-1-yl)-2-iodo-6-methoxyphenoxy)methyl)benzamide NC=1C=C(C=CC1)C(/C=C/C1=CC(=C(OCC=2C=C(C(=O)N)C=CC2)C(=C1)OC)I)=O